C(C=C)(=O)O.C(C=C)(=O)O.C(C=C)(=O)O.NC(=O)N urea triacrylate